methyl 2-methyl-5-(1,1,2,2,2-pentafluoroethyl)thiophene-3-carboxylate CC=1SC(=CC1C(=O)OC)C(C(F)(F)F)(F)F